(R)-6-chloro-3-((1-(2-(((3,3-difluorocyclobutyl)methyl)amino)-3,6-dimethyl-4-oxo-3,4-dihydroquinazolin-8-yl)ethyl)amino)-N-(methylsulfonyl)picolinamide β-Carboxyethylacrylat C(=O)(O)CCOC(C=C)=O.ClC1=CC=C(C(=N1)C(=O)NS(=O)(=O)C)N[C@H](C)C=1C=C(C=C2C(N(C(=NC12)NCC1CC(C1)(F)F)C)=O)C